4-((3-chlorobenzyl)amino)-N-((3-chloropyridin-4-yl)methyl)-6-(3,5-dimethylisoxazol-4-yl)quinazoline-2-carboxamide tert-butyl-2-(hydroxymethyl)piperazine-1-carboxylate C(C)(C)(C)OC(=O)N1C(CNCC1)CO.ClC=1C=C(CNC2=NC(=NC3=CC=C(C=C23)C=2C(=NOC2C)C)C(=O)NCC2=C(C=NC=C2)Cl)C=CC1